[Si]=O.[In].[Ga].[In] indium gallium-indium-silicon oxide